2-deoxy[18F]fluoro-D-sorbitol [18F]C(O)C[C@@H](O)[C@H](O)[C@H](O)CO